(1R,2S,5S)-N-((S)-1-cyano-2-((S)-2-oxopyrrolidin-3-yl)ethyl)-3-(9-hydroxy-9H-fluorene-9-carbonyl)-6,6-dimethyl-3-azabicyclo[3.1.0]hexane-2-carboxamide C(#N)[C@H](C[C@H]1C(NCC1)=O)NC(=O)[C@@H]1[C@H]2C([C@H]2CN1C(=O)C1(C2=CC=CC=C2C=2C=CC=CC12)O)(C)C